N1=CC=C(C=C1)CNC(=O)C1=NC=NC(=C1)C1=CC(=C(C=C1)Cl)Cl 6-(3,4-Dichloro-phenyl)-pyrimidine-4-carboxylic acid (pyridin-4-ylmethyl)-amide